(S)-N-(1-(2-fluoro-4-methylphenyl)ethyl)-2-(1-methyl-7-oxo-1,7-dihydro-6H-pyrrolo[2,3-d]pyridazin-6-yl)acetamide FC1=C(C=CC(=C1)C)[C@H](C)NC(CN1N=CC2=C(C1=O)N(C=C2)C)=O